1-[(2R,4S,5R)-5-(chloromethyl)-4-hydroxy-5-(hydroxymethyl)oxolan-2-yl]-5-methyl-3H-pyrimidine-2,4-dione ClC[C@]1([C@H](C[C@@H](O1)N1C(NC(C(=C1)C)=O)=O)O)CO